(Z)-cyanomethoxyimino(phenyl)acetonitrile C(#N)CO\N=C(/C#N)\C1=CC=CC=C1